CP1(CCC(CC1)CNC1=C(C=C(C=C1)S(=O)(=O)N)[N+](=O)[O-])=O 4-(((1-methyl-1-oxidophosphinan-4-yl)methyl)amino)-3-nitrobenzenesulfonamide